COC=1C=C2CNC(C2=CC1)=O 5-methoxy-2,3-dihydro-1H-isoindol-1-one